3,5-di-t-butyl-4-hydroxybenzoate C(C)(C)(C)C=1C=C(C(=O)[O-])C=C(C1O)C(C)(C)C